sarcosineate N(C)CC(=O)[O-]